[N+](=O)([O-])C1=CC=C(C=C1)C1=CC2=CC=CC=C2C=C1 2-(4-nitrophenyl)naphthalene